N-((2-(((cyclobutylmethyl)amino)methyl)-1H-indol-6-yl)methyl)-8-morpholinoimidazo[1,2-b]pyridazine-2-carboxamide C1(CCC1)CNCC=1NC2=CC(=CC=C2C1)CNC(=O)C=1N=C2N(N=CC=C2N2CCOCC2)C1